2-(6-methoxyquinazolin-2-yl)-5-(methyl(piperidin-4-yl)amino)phenol COC=1C=C2C=NC(=NC2=CC1)C1=C(C=C(C=C1)N(C1CCNCC1)C)O